F[C@@H]1CNCC[C@@H]1NC1=C2C=CN(C2=CC=C1)CC(F)(F)F 4-{[(3R,4S)-3-fluoropiperidin-4-yl]amino}-1-(2,2,2-trifluoroethyl)-1H-indol